BrC=1C=C(N(N1)C1=NC=CC=C1Cl)C1=NC2=C(C(O1)=O)C=C1C(=C2C)SC=N1 6-[5-bromo-2-(3-chloro-2-pyridyl)pyrazol-3-yl]-4-methyl-thiazolo[4,5-g][3,1]benzoxazin-8-one